CC(C)(C([2H])([2H])[2H])C([2H])([2H])[2H] 2-methyl-2-(methyl-d3)propane-3,3,3-d3